tert-butyl 2-(6-(3,4-dichlorophenylamino)-9H-pyrido[3,4-b]indol-9-yl)ethylcarbamate ClC=1C=C(C=CC1Cl)NC=1C=C2C3=C(N(C2=CC1)CCNC(OC(C)(C)C)=O)C=NC=C3